1-(2-Hydroxy-2-Methylpropoxy)-4-Oxo-2,2,6,6-Tetramethylpiperidin OC(CON1C(CC(CC1(C)C)=O)(C)C)(C)C